(dl)-2-phenyl-4-cyanopyridine C1(=CC=CC=C1)C1=NC=CC(=C1)C#N